C(CCCCCCC\C=C/CCCC)(=O)OCCCCCCCCCCCCCCCCCCCCCCCCCCCCCCCCCC tetratriacontyl myristoleate